3-((1s,3s)-3-((tert-butyldimethylsilyl)oxy)cyclobutyl)-2-(trifluoromethyl)-3H-imidazo[4,5-b]pyridine [Si](C)(C)(C(C)(C)C)OC1CC(C1)N1C(=NC=2C1=NC=CC2)C(F)(F)F